N1N=NC(=C1)S(=O)(=O)N 1,2,3-triazolesulfonamide